2-{2-[(tert-butyldimethylsilyl)oxy]ethyl}-5-(chloromethyl)pyridine [Si](C)(C)(C(C)(C)C)OCCC1=NC=C(C=C1)CCl